ClC=1C(=NC=C(C1)Cl)N1CCN(CC1)CC=1C=C2C(N(C(C2=CC1)=O)N1C(NC(CC1)=O)=O)=O 5-((4-(3,5-dichloropyridin-2-yl)piperazin-1-yl)methyl)-2-(2,4-dioxotetrahydropyrimidin-1(2H)-yl)isoindoline-1,3-dione